5-[6-(3-fluoro-4-methoxyphenoxy)pyridin-2-yl]-1H-1,3-benzodiazole FC=1C=C(OC2=CC=CC(=N2)C2=CC3=C(NC=N3)C=C2)C=CC1OC